(4R)-tert-butyl 4-((8R,9aS)-8-((tert-butoxycarbonyl)amino)-1-oxo-5-phenethylhexahydro-1H-pyrrolo[1,2-a][1,4]diazepin-2(3H)-yl)-5-(3,4-dichlorophenylsulfonamido)-5-oxopentanoate C(C)(C)(C)OC(=O)N[C@@H]1C[C@@H]2N(C(CCN(C2=O)[C@H](CCC(=O)OC(C)(C)C)C(=O)NS(=O)(=O)C2=CC(=C(C=C2)Cl)Cl)CCC2=CC=CC=C2)C1